(R)-4-methyl-6-(3-((2-(4-methyl-1-oxo-1,3-dihydroisobenzofuran-5-yl)morpholino)methyl)-1H-pyrazol-1-yl)nicotinonitrile CC1=CC(=NC=C1C#N)N1N=C(C=C1)CN1C[C@H](OCC1)C=1C(=C2COC(C2=CC1)=O)C